N-methyl-N-((S)-3-methyl-4-((R)-1-trityl-aziridine-2-carbonyl)piperazine-1-carbonyl)-L-valine CN([C@@H](C(C)C)C(=O)O)C(=O)N1C[C@@H](N(CC1)C(=O)C1[N@@](C1)C(C1=CC=CC=C1)(C1=CC=CC=C1)C1=CC=CC=C1)C